C(C)(C)(C)OC([C@@H](N)CC1=CNC=N1)=O histidine tert-butyl ester